C(C)(=O)O.N1CC(CCC1)=O 3-piperidinone acetate